2-naphthalenesulfonamide C1=C(C=CC2=CC=CC=C12)S(=O)(=O)N